tert-Butyl (2R,4R)-4-((tert-butyldiphenylsilyl)oxy)-2-(hydroxymethyl)pyrrolidin-1-carboxylate [Si](C1=CC=CC=C1)(C1=CC=CC=C1)(C(C)(C)C)O[C@@H]1C[C@@H](N(C1)C(=O)OC(C)(C)C)CO